C(=C)C1=CC=C(C=C1)C1=CC(=CC(=C1)C1=CC=C(C=C1)C=C)C1=CC=C(C=C1)C=C 1,3,5-tris(4-vinylphenyl)benzene